FC(C=1C(=C(C=CC1)C(C)NC1=NC(=NC2=CC(=C(C=C12)OC)O)C)F)F 4-((1-(3-(difluoromethyl)-2-fluorophenyl)ethyl)amino)-6-methoxy-2-methylquinazolin-7-ol